FC1CN(CCC1NC1=C2C=C(N(C2=CC=C1)CC(F)(F)F)I)C(=O)OC(C)(C)C tert-butyl 3-fluoro-4-[[2-iodo-1-(2,2,2-trifluoroethyl)indol-4-yl]amino]piperidine-1-carboxylate